COC1=C(CN2C(N(CCC2=O)C=2C=NN3C2C=C(C=C3)C[C@H]3C[C@@H](N(CC3)C(=O)OC(C)(C)C)C)=O)C=CC(=C1)OC tert-butyl (2s,4r)-4-((3-(3-(2,4-dimethoxybenzyl)-2,4-dioxotetraHydropyrimidin-1(2H)-yl) pyrazolo[1,5-a]Pyridin-5-yl) methyl)-2-methylpiperidine-1-carboxylate